ClC1=CC2=C(NC(=N2)CNC2=NC(=NC=3N2N=CC3C(F)(F)F)N3CCN(CC3)C)C=C1 N-[(5-chloro-1H-benzimidazol-2-yl)methyl]-2-(4-methylpiperazin-1-yl)-8-(trifluoromethyl)pyrazolo[1,5-a][1,3,5]triazin-4-amine